dianiline oxalate C(C(=O)O)(=O)O.NC1=CC=CC=C1.NC1=CC=CC=C1